C12CN(CC(CCC1)N2)C=2OC1=C(N2)C(=CC=C1C=1SC=CN1)NC(C)=O N-(2-(3,9-diazabicyclo[3.3.1]nonan-3-yl)-7-(thiazol-2-yl)benzo[d]oxazol-4-yl)acetamide